N-(4-cyanonaphthalen-1-yl)-4-fluorobenzamide C(#N)C1=CC=C(C2=CC=CC=C12)NC(C1=CC=C(C=C1)F)=O